C(C1=CC=CC=C1)N(C1C(CNCC1)(F)F)C N-benzyl-3,3-difluoro-N-methyl-piperidin-4-amine